CC1(OC2C(COCC2N)O1)C 2,2-dimethyltetrahydro-4H-[1,3]dioxolo[4,5-c]pyran-7-amine